1-(4-((5-(3,5-dimethylisoxazol-4-yl)-2-methylphenyl)((1-(2-(2,4-dioxotetrahydropyrimidin-1(2H)-yl)benzyl)piperidin-4-yl)methyl)amino)phenyl)cyclopropane-1-carbonitrile CC1=NOC(=C1C=1C=CC(=C(C1)N(C1=CC=C(C=C1)C1(CC1)C#N)CC1CCN(CC1)CC1=C(C=CC=C1)N1C(NC(CC1)=O)=O)C)C